(3S,4R)-4-({5-fluoro-7-[5-(2,2,2-trifluoroethyl)pyridin-2-yl]pyrrolo[2,1-f][1,2,4]triazin-2-yl}amino)oxan-3-ol FC=1C=C(N2N=C(N=CC21)N[C@H]2[C@@H](COCC2)O)C2=NC=C(C=C2)CC(F)(F)F